N-[4-fluoro-5-(2-morpholin-4-ylpyrimidin-5-yl)-2-[rac-(3R)-3,4-dimethylpiperazin-1-yl]phenyl]-1H-pyrazole-3-carboxamide FC1=CC(=C(C=C1C=1C=NC(=NC1)N1CCOCC1)NC(=O)C1=NNC=C1)N1C[C@H](N(CC1)C)C |r|